benzyl-1-methyl-spiro[indoline-2,4'-piperidine] C(C1=CC=CC=C1)N1CCC2(CC1)N(C1=CC=CC=C1C2)C